CN1OC(C2C1C(CC(C2)(C=2C=NC=CC2C)C)C)(C)C 1,3,3,5,7-pentamethyl-5-(4-methylpyridin-3-yl)octahydrobenzo[c]isoxazole